bis-(4-isocyanatomethyl-3-methyl-cyclohexyl)methane N(=C=O)CC1C(CC(CC1)CC1CC(C(CC1)CN=C=O)C)C